cis-4-fluoro-5-((5-(3-((1-methyl-1H-pyrazol-5-yl)oxy)cyclopentyl)-1H-pyrazol-3-yl)amino)-2,3-dihydrobenzo[d]isothiazole 1,1-dioxide FC1=C(C=CC2=C1CNS2(=O)=O)NC2=NNC(=C2)[C@@H]2C[C@@H](CC2)OC2=CC=NN2C